COC1=CC(=CN=N1)C=1C=CC(=C(C1)O)C=1N=NC(=CC1)N1C[C@@H](CC1)NC1(CC1)C 5-(6-methoxypyridazin-4-yl)-2-{6-[(3R)-3-[(1-methylcyclopropyl)amino]pyrrolidin-1-yl]pyridazin-3-yl}phenol